2-chloro-N-[(3,5-difluoro-4-pyridinyl)methyl]-7-methyl-thieno[3,2-d]Pyrimidin-4-amine dihydrochloride Cl.Cl.ClC=1N=C(C2=C(N1)C(=CS2)C)NCC2=C(C=NC=C2F)F